FC1=C(C(=CC(=C1)F)F)CP(OCC)(OCC)=O diethyl [(2,4,6-trifluorophenyl) methyl]phosphonate